isoquinolin-1-yl-methyl-acetamide C1(=NC=CC2=CC=CC=C12)C(C(=O)N)C